(5-toluylsulfonyloxyimino-5H-thiophen-2-ylidene)-2-methylphenyl-acetonitrile C1(=C(C=CC=C1)S(=O)(=O)ON=C1C=CC(S1)=C(C#N)C1=C(C=CC=C1)C)C